[Pd](Cl)Cl.C(C)(C)(C)P([C-]1C=CC=C1)C(C)(C)C.[C-]1(C=CC=C1)P(C(C)(C)C)C(C)(C)C.[Fe+2] 1,1'-Bis(di-tert-butylphosphino)ferrocene palladium chloride